C(CCCCCCCCCCCCCCCCCCC)(=O)OCCCCCCCCCCCCCCCC hexadeca-1-yl eicosanoate